N-(3-(6-(4-(4-methylpiperazin-1-yl)phenyl)furo[3,2-b]pyridin-3-yl)benzyl)acetamide CN1CCN(CC1)C1=CC=C(C=C1)C=1C=C2C(=NC1)C(=CO2)C=2C=C(CNC(C)=O)C=CC2